maleimidopropanoic acid hydrazide C1(C=CC(N1C(C(=O)NN)C)=O)=O